CC1=C(CC=2C=C(C=CC2)[C@H](CC(=O)[O-])NC(=O)NC=2C(N(C=CC2[O-])C)=O)C(=CC=C1)C.[Na+].[Na+] sodium (S)-3-(3-(2,6-dimethylbenzyl)phenyl)-3-(3-(1-methyl-4-oxido-2-oxo-1,2-dihydropyridin-3-yl)ureido)propanoate